C(C)N(CC(=O)N(CC)CC)CC 2-(diethylamino)-N,N-diethyl-acetamide